N-(4-(((3S,4S) or (3R,4R)-1-(3-chlorophenethyl)-4-methylpyrrolidin-3-yl)methoxy)phenyl)-N-methylmethanesulfonamide ClC=1C=C(CCN2C[C@H]([C@@H](C2)C)COC2=CC=C(C=C2)N(S(=O)(=O)C)C)C=CC1 |o1:8,9|